3-fluoro-1-[[(3S)-3-methyl-6-(3,4,4-trifluorobut-3-enoxy)-3,4-dihydronaphthalen-2-yl]methyl]azetidine-3-carboxylic acid FC1(CN(C1)CC1=CC2=CC=C(C=C2C[C@@H]1C)OCCC(=C(F)F)F)C(=O)O